1-[6-(3-chloro-4-methyl-phenoxy)-3-pyridyl]-3H-imidazo[4,5-c]pyridin-2-one ClC=1C=C(OC2=CC=C(C=N2)N2C(NC=3C=NC=CC32)=O)C=CC1C